2-[(2E)-2-(aminomethyl)-3-fluoroprop-2-en-1-yl]-4-({5-[(E)-2-(3-fluorophenyl)ethenyl]thiophen-2-yl}methyl)-2,4-dihydro-3H-1,2,4-triazol-3-one hydrochloride Cl.NC/C(/CN1N=CN(C1=O)CC=1SC(=CC1)\C=C\C1=CC(=CC=C1)F)=C\F